[4-(4,4,5,5-tetramethyl-1,3,2-dioxaborolan-2-yl)-3,6-dihydro-2H-pyridin-1-yl]methanone CC1(OB(OC1(C)C)C=1CCN(CC1)C=O)C